C12(CC3CC(CC(C1)C3)C2)P(C2=CC=NN2C=2C(=NN(C2C2=CC=CC=C2)C2=CC=CC=C2)C2=CC=CC=C2)C23CC1CC(CC(C2)C1)C3 5-(di((3S,5S,7S)-adamantan-1-yl)phosphaneyl)-1',3',5'-triphenyl-1'H-1,4'-bipyrazole